CC=1C=C(C=CC1)C=1C(=C(C=CC1N)C1=CC=C(C=C1)N)C1=CC(=CC=C1)C di(3-methylphenyl)-1,1'-biphenyl-4,4'-diamine